COC(=O)N1CC(C1)C1=NC(=NO1)C1=CC(=C(C(=C1)F)C)NC(=O)C1=CN=C2N1C=CC(=C2)Cl 3-(3-(3-(7-chloroimidazo[1,2-a]pyridine-3-carboxamido)-5-fluoro-4-methylphenyl)-1,2,4-oxadiazol-5-yl)azetidine-1-carboxylic acid methyl ester